ClC1=C(C=CC(=C1)N1CCNCC1)C1C(NC(CC1)=O)=O 3-(2-Chloro-4-(piperazin-1-yl)phenyl)piperidine-2,6-dione